N1(C=NC=C1)C(=O)NC1=NC(N(C=C1)C1=CC=C(C=C1)C[C@H](C(=O)OC)NC(=O)OC(C)(C)C)=O methyl (R)-3-(4-(4-(1H-imidazole-1-carboxamido)-2-oxopyrimidin-1(2H)-yl)phenyl)-2-((tert-butoxycarbonyl)amino)propanoate